N(C(=N)N)[C@H](CC(=O)O)CCC (3S)-3-carbamimidamidohexanoic acid